5-{4-[4-(5-cyclopropyl-3-methylpyridin-2-yl)piperazine-1-carbonyl]phenyl}-5-trifluoromethylimidazolidine-2,4-dione C1(CC1)C=1C=C(C(=NC1)N1CCN(CC1)C(=O)C1=CC=C(C=C1)C1(C(NC(N1)=O)=O)C(F)(F)F)C